7-chloro-4-(1,2,3-triazol-1-yl)-1H-indazole ClC=1C=CC(=C2C=NNC12)N1N=NC=C1